5-(4-methoxyphenyl)-1,3,4-thiadiazol-2-amine COC1=CC=C(C=C1)C1=NN=C(S1)N